9-Fluoro-11β,17,21-trihydroxy-16β-methylpregna-1,4-diene-3,20-dione 21-acetate C[C@H]1C[C@H]2[C@@H]3CCC4=CC(=O)C=C[C@@]4([C@]3([C@H](C[C@@]2([C@]1(C(=O)COC(=O)C)O)C)O)F)C